N1CC(CC1)C1=NC(=NC=C1)N 4-(pyrrolidin-3-yl)pyrimidin-2-amine